CN(CCCC=1C=C(C(=C(CCC2=CC(=CC(=N2)N)C)C1)F)F)C 6-(5-(3-(dimethylamino)propyl)-2,3-difluorophenethyl)-4-methylpyridin-2-amine